FC1=CC=C(C=N1)C(=O)N1C[C@H](CC1)N(C(=O)C1CC1)C N-[(3S)-1-(6-fluoropyridine-3-carbonyl)pyrrolidin-3-yl]-N-methylcyclopropanecarboxamide